FC1=CC=C(CNC(C2=CC(=C(C=C2)N2CCN(CC2)CC)NS(=O)(=O)C2=CC=C(C=C2)C#N)=O)C=C1 N-(4-fluorobenzyl)3-((4-cyanophenyl)sulphonamido)-4-(4-ethylpiperazin-1-yl)-benzamide